NC1=C(C=C(C=N1)NC(C(=O)N1[C@H](CC[C@@H](C1)C)C1=CC(=CC=C1)OCCN(C)C)=O)CC N-(6-amino-5-ethylpyridin-3-yl)-2-((2R,5S)-2-(3-(2-(dimethylamino)ethoxy)phenyl)-5-methylpiperidin-1-yl)-2-oxoacetamide